O1C(=CC=C1)C1=CC=C(C=C1)CNC(=O)C1N(C(CN(C1)CC1=NNC(=C1)C)C)C(C(C)C)=O N-{[4-(furan-2-yl)phenyl]methyl}-6-methyl-1-(2-methylpropanoyl)-4-[(5-methyl-1H-pyrazol-3-yl)methyl]piperazine-2-carboxamide